4-[2-(propargylamino)-2-oxo-acetyl]-1,3,5-trimethyl-pyrrole-2-carboxylic acid C(C#C)NC(C(=O)C=1C(=C(N(C1C)C)C(=O)O)C)=O